(R)-3-iodo-1-isopropyl-N-(3-methyl-1,1-dioxidothietan-3-yl)-4,5,6,7-tetrahydro-1H-indazole-6-carboxamide IC1=NN(C=2C[C@@H](CCC12)C(=O)NC1(CS(C1)(=O)=O)C)C(C)C